C(C)(C)(C)OC(NC=1C(=NC(=C(C1)F)S(NC=1N=CSC1)(=O)=O)C)=O (5-fluoro-2-methyl-6-(N-(thiazol-4-yl)sulfamoyl)pyridin-3-yl)carbamic acid tert-butyl ester